COC=1C=C2C(=CNC2=CC1)C=C[N+](=O)[O-] 5-methoxy-3-(2-nitrovinyl)indole